ClC=1C=C(C(=NC1)N1C([C@@H](N(C(C1)=O)CC1=CC=C(C=C1)C)C1CC(C1)O)=O)F (S)-1-(5-chloro-3-fluoropyridin-2-yl)-3-((1r,3S)-3-hydroxycyclobutyl)-4-(4-methylbenzyl)piperazine-2,5-dione